C(C)(C)N(P(OC)[O-])C(C)C methyl N,N-diisopropylamidophosphite